ethyl (2S,3S)-3-(((S)-4,4,4-trifluoro-1-((2-fluorobenzyl)amino)-1-oxobutan-2-yl)carbamoyl)oxirane-2-carboxylate FC(C[C@@H](C(=O)NCC1=C(C=CC=C1)F)NC(=O)[C@@H]1[C@H](O1)C(=O)OCC)(F)F